COC1=CC=C(C=C1)C(\C=C\C1=CC(=C(C=C1)O)OCC)=O (E)-1-(4-Methoxyphenyl)-3-(3-ethoxy-4-hydroxyphenyl)-2-propene-1-one